4-(PROP-2-EN-1-YLAMINO)BUTANOIC ACID C(C=C)NCCCC(=O)O